C(C)(=O)C1=CC=C(C=C1)NC(NC=1C=C(C=CC1)NC(=O)C1=NNC2=CC=CC=C12)=O N-(3-(3-(4-acetylphenyl)ureido)phenyl)-1H-indazole-3-carboxamide